ClC=1C=CC2=C(N(C3=C(CC2)C=CC=C3)CCCNC/C=C/C(=O)N(C)C)C1 (E)-4-{[3-(3-Chloro-10,11-dihydro-5H-dibenzo[b,f]azepin-5-yl)propyl]amino}-N,N-dimethyl-but-2-enamid